O=C1NC(CCC1N1C(C2=CC=C(C=C2C1=O)NCCC[C@@H]1C[C@@H](C1)N1N=CC(=C1)C1=NC2=CC(=CC=C2N=C1)NC1CCNCC1)=O)=O 2-(2,6-dioxopiperidin-3-yl)-5-((3-(cis-3-(4-(7-(piperidin-4-ylamino)quinoxalin-2-yl)-1H-pyrazol-1-yl)cyclobutyl)propyl)amino)isoindoline-1,3-dione